furan-2-thiol sodium [Na].O1C(=CC=C1)S